N=1N(N=C2C1C=CC=C2)C=2C=C(C=C(C2O)C(C)(C)C)CCC(=O)OCCCCCCCC octyl 3-[3-(2H-benzotriazol-2-yl)-5-tert-butyl-4-hydroxyphenyl]propionate